2-(4-chlorophenyl)-6-[5-(difluoromethyl)-1,3,4-oxadiazol-2-yl]-2,3-dimethyl-2,3-dihydro-4H-1,3-benzoxazin-4-one ClC1=CC=C(C=C1)C1(OC2=C(C(N1C)=O)C=C(C=C2)C=2OC(=NN2)C(F)F)C